BrC1=CC=C(C=C1)[C@H](C)O[Si](C)(C)C(C)(C)C (S)-(1-(4-bromophenyl)ethoxy)(tert-butyl)dimethylsilane